C1(CCCCC1)CC(C(=O)N1CCC(CC1)(O)CN1C=NC(=CC1=O)C1=C(C=CC=C1)F)CC 3-((1-(2-(cyclohexylmethyl)butanoyl)-4-hydroxypiperidin-4-yl)methyl)-6-(2-fluorophenyl)pyrimidin-4(3H)-one